C(C1=CC=CC=C1)OC1=CC(=C(C=C1)C1=CC(=C(C(=C1)F)C(C(OCC)OCC)=O)F)CC 1-(4'-(benzyloxy)-2'-ethyl-3,5-difluoro-[1,1'-biphenyl]-4-yl)-2,2-diethoxyethan-1-one